O(F)F.[Ta] tantalum oxo fluoride